2,3,5,6-tetrafluoro-benzonitrile FC1=C(C#N)C(=C(C=C1F)F)F